2,3-dihydropyridazine-4-carbonitrile N=1NCC(=CC1)C#N